ClC1=C2CCC(C2=CC=C1)=NS(=O)C(C)(C)C N-(4-chloro-2,3-dihydro-1H-inden-1-ylidene)-2-methylpropane-2-sulfinamide